4-((5-([1,1'-biphenyl]-4-yl)-1H-pyrazol-3-yl)amino)-3-methylphenol C1(=CC=C(C=C1)C1=CC(=NN1)NC1=C(C=C(C=C1)O)C)C1=CC=CC=C1